phenyl-heptenedicarboxylic acid C1(=CC=CC=C1)C(=C(C(=O)O)C(=O)O)CCCCC